4-((5-chloro-4-fluoro-2-iodophenoxy)methyl)thiazole ClC=1C(=CC(=C(OCC=2N=CSC2)C1)I)F